C1(=CC=CC=C1)CCCC=1N(C=CN1)C(=O)N 3-phenylpropyl-1H-imidazole-1-carboxamide